1-(4-bromo-3,5-dimethoxyphenyl)-2,5,8,11,14,17,20,23,26,29,32,35,38,41,44,47,50,53,56,59,62,65,68,71,74-pentacosaoxapentaheptacontane BrC1=C(C=C(C=C1OC)COCCOCCOCCOCCOCCOCCOCCOCCOCCOCCOCCOCCOCCOCCOCCOCCOCCOCCOCCOCCOCCOCCOCCOCCOC)OC